2-oxo-N-(phenyl(3-(2,2,2-trifluoroethyl)phenyl)methyl)-6-(trifluoromethyl)-1,2-dihydropyridine-3-carboxamide O=C1NC(=CC=C1C(=O)NC(C1=CC(=CC=C1)CC(F)(F)F)C1=CC=CC=C1)C(F)(F)F